2-(2,6-dioxopiperidin-3-yl)-5-((3-(3-fluoro-5-(4-phenylpiperidin-1-yl)phenyl)propyl)amino)isoindoline-1,3-dione O=C1NC(CCC1N1C(C2=CC=C(C=C2C1=O)NCCCC1=CC(=CC(=C1)N1CCC(CC1)C1=CC=CC=C1)F)=O)=O